(2R or S)-1-{3-[(1R)-1-{[6-(cyclopropanesulfonyl)-2-methylpyrido[3,4-d]pyrimidin-4-yl]amino}ethyl]-2-fluorophenyl}-2-cyclopropyl-1,1-difluoropropan-2-ol C1(CC1)S(=O)(=O)C1=CC2=C(N=C(N=C2N[C@H](C)C=2C(=C(C=CC2)C([C@](C)(O)C2CC2)(F)F)F)C)C=N1 |o1:24|